C1(CCCC1)[C@@H](CC#N)N1N=CC(=C1)C=1C2=C(N=CN1)NC=C2 (R)-3-cyclopentyl-3-(4-(7H-pyrrolo[2,3-d]pyrimidin-4-yl)-1H-pyrazol-1-yl)propionitrile